FC1=C2C(=NC=NC2=CC=C1)C 5-fluoro-4-methylquinazoline